3-FLUORO-2-METHYLPYRIDINE-4-BORONIC ACID FC=1C(=NC=CC1B(O)O)C